C(C)OC(C(C(C(F)(F)F)=O)=[N+]=[N-])=O 2-diazo-4,4,4-trifluoro-3-oxobutanoic acid ethyl ester